2,2-bis[4-(2-aminophenoxy)phenyl]Hexafluoropropane NC1=C(OC2=CC=C(C=C2)C(C(F)(F)F)(C(F)(F)F)C2=CC=C(C=C2)OC2=C(C=CC=C2)N)C=CC=C1